C(C1=CC=CC=C1)C1(CCNCC1)O 4-benzyl-4-hydroxypiperidine